ClC=1C(=C(C=CC1Cl)NC1=NC=NC2=CC=C(C=C12)N1C2C(CC1)CNC2)F N-(3,4-Dichloro-2-fluorophenyl)-6-(hexahydropyrrolo[3,4-b]pyrrol-1(2H)-yl)quinazolin-4-amine